fluoro-1'-methylspiro[cyclohexane-1,3'-indoline] FC1N(C2=CC=CC=C2C12CCCCC2)C